COCCS(=O)(=O)N1CCC2=CC=C(C=C12)C(=O)O 1-((2-methoxyethyl)sulfonyl)indoline-6-carboxylic acid